2-(chloromethyl)-5-methylpyrimidine hydrochloride Cl.ClCC1=NC=C(C=N1)C